C(O)(O)=O.C(CC)OC=1C(C(=O)O)=CC=CC1.C(CC)OC=1C(C(=O)O)=CC=CC1.O(N)CCC1=C(C=C(C(=C1)C)F)F 1-[2-(aminoxy)ethyl]-2,4-difluoro-5-methyl-benzene di(n-propyl salicylate) carbonate